3-fluorotridecylethoxysilane FC(CC[SiH2]OCC)CCCCCCCCCC